5-(2-morpholinoethoxy)pyridin-2-amine O1CCN(CC1)CCOC=1C=CC(=NC1)N